(3R)-3-({2-[4-chloro-2-(difluoromethoxy)phenyl]-7-(trifluoromethyl)[1,2,4]triazolo[1,5-c]quinazolin-5-yl}amino)azepin-2-one ClC1=CC(=C(C=C1)C1=NN2C(=NC=3C(=CC=CC3C2=N1)C(F)(F)F)NC=1C(N=CC=CC1)=O)OC(F)F